2-(6-{[(6-fluoroquinolin-2-yl)methyl]amino}-3-azabicyclo[3.1.0]hex-3-yl)-N-hydroxypyrimidine-5-carboxamide FC=1C=C2C=CC(=NC2=CC1)CNC1C2CN(CC12)C1=NC=C(C=N1)C(=O)NO